(S)-Cyclobut-1-en-1-yl(3-(5-(1,2-dihydroxyethyl)-8-(4-(trifluoromethoxy)phenyl)quinoxalin-6-yl)azetidin-1-yl)methanone C1(=CCC1)C(=O)N1CC(C1)C=1C(=C2N=CC=NC2=C(C1)C1=CC=C(C=C1)OC(F)(F)F)[C@@H](CO)O